FC1=C(C=CC(=C1)F)C1=CN=C2N1C=CN=C2NC2=CC(=C(C=C2)NC(C)=O)C N-(4-((3-(2,4-difluorophenyl)imidazo[1,2-a]pyrazin-8-yl)amino)-2-methylphenyl)acetamide